COC(=O)[C@@H]1COC[C@H](C1)OC1=CC=C(C=C1)C1=C(C(=NO1)C)CO |r| (±)-trans-5-(4-(4-(hydroxymethyl)-3-methylisoxazol-5-yl)phenoxy)tetrahydro-2H-pyran-3-carboxylic acid methyl ester